C(C)C(C(CO)C)C(C)C 3-ethyl-2,4-dimethyl-1-pentanol